(pyridin-4-yl)-[1,1'-biphenyl] N1=CC=C(C=C1)C1=C(C=CC=C1)C1=CC=CC=C1